(-)-6-(2,4-dimethylphenyl)-2-(pyridin-2-yl)-5,6,7,8-tetrahydro-[1,2,4]triazolo[4,3-a]pyridin-3(2H)-one CC1=C(C=CC(=C1)C)C1CCC=2N(C1)C(N(N2)C2=NC=CC=C2)=O